C1(CCC1)[C@H](CC)N1N=CC(=C1)C=1C=2N(C=C(N1)C=1C=NN(C1)C[C@H](CO)O)N=CC2 (R)-3-(4-(4-(1-((S)-1-cyclobutylpropyl)-1H-pyrazol-4-yl)pyrazolo[1,5-a]pyrazin-6-yl)-1H-pyrazol-1-yl)propane-1,2-diol